CC(C(=O)OC)C methyl 2-methyl-propionate